4-(1-(tetrahydro-2H-pyran-2-yl)-1H-pyrazol-4-yl)-7-(4,4,5,5-tetramethyl-1,3,2-dioxaborolan-2-yl)-1H-indazole O1C(CCCC1)N1N=CC(=C1)C1=C2C=NNC2=C(C=C1)B1OC(C(O1)(C)C)(C)C